p-methylcinnamamide CC1=CC=C(C=CC(=O)N)C=C1